CC1(OB(OC1(C)C)C1=CC=C(C=C1)C(C(F)(F)F)(F)F)C 4,4,5,5-Tetramethyl-2-[4-(1,1,2,2,2-pentafluoroethyl)phenyl]-1,3,2-dioxaborolane